CC(C(=O)O)CC α-methyl-butanoic acid